NC1CCN(CC1)C1=NN(C(=C1)C=1C=NC(=CC1)C)C1=CC=C(C#N)C=C1 4-(3-(4-aminopiperidin-1-yl)-5-(6-methylpyridin-3-yl)-1H-pyrazol-1-yl)benzonitrile